N-benzyl-N-((8-bromo-3,5,5-trimethyl-6,7-dihydro-5H-benzo[7]annulen-9-yl)methyl)-4-methylbenzenesulfonamide C(C1=CC=CC=C1)N(S(=O)(=O)C1=CC=C(C=C1)C)CC1=C(CCC(C2=C1C=CC(=C2)C)(C)C)Br